N-((1,2,3,5,6,7-Hexahydro-s-indacen-4-yl)carbamoyl)-[1,3'-biazetidine]-1'-sulfonamide, potassium salt [K].C1CCC2=C(C=3CCCC3C=C12)NC(=O)NS(=O)(=O)N1CC(C1)N1CCC1